(2-pyridinyl)benzene N1=C(C=CC=C1)C1=CC=CC=C1